bicyclo[2.2.1]hept-5-ene-2-carboxylic acid-3,3,4,4,5,5,6,6,7,7,8,8,8-tridecafluorooctyl ester FC(CCOC(=O)C1C2C=CC(C1)C2)(C(C(C(C(C(F)(F)F)(F)F)(F)F)(F)F)(F)F)F